C1(=CC=CC=2C3=CC=CC=C3CC12)COC(=O)N[C@@H]([C@H](OC(C)(C)C)C)C(=O)O fluorenylmethoxycarbonyl-O-t-butyl-L-threonine